orthovalerate C(CCCC)([O-])([O-])[O-]